FC1=C(C=CC(=C1)C1=NC=NN2C1=CC(=C2)C#CCCO)CNC(OC(C)(C)C)=O tert-butyl N-[[2-fluoro-4-[6-(4-hydroxybut-1-ynyl)pyrrolo[2,1-f][1,2,4]triazin-4-yl]phenyl]methyl]carbamate